C(CCC)[Si](C)(C)OCCC(C)Br butyl-(3-bromobutoxy)dimethylsilane